2-(Cyclopropylmethyl)-2-methylhydrazine-1-carboxylic acid tert-butyl ester C(C)(C)(C)OC(=O)NN(C)CC1CC1